(S)-1-(1-acetyl-4-methylpiperidin-4-yl)-3-((3-chlorophenyl)(cyclopentyl)methyl)urea C(C)(=O)N1CCC(CC1)(C)NC(=O)N[C@@H](C1CCCC1)C1=CC(=CC=C1)Cl